CIS-4-MERCAPTO-L-PROLINE S[C@H]1C[C@H](NC1)C(=O)O